N1=NC(=CC=C1)C1=NC=CC(=C1)C1=NOC(=N1)C(F)(F)F 3-(2-(pyridazin-3-yl)pyridin-4-yl)-5-(trifluoromethyl)-1,2,4-oxadiazole